3-oxooctahydroindolizin-1-yl 2-(3,5-dichlorophenyl)benzo[d]oxazole-6-carboxylate ClC=1C=C(C=C(C1)Cl)C=1OC2=C(N1)C=CC(=C2)C(=O)OC2CC(N1CCCCC21)=O